C(C)(C)N(C(C)C)CCC1=CNC2=CC=C(C=C12)SC N-Isopropyl-N-(2-(5-(methylthio)-1H-indol-3-yl)ethyl)propan-2-amine